5-methyl-oxazolidin-2-one CC1CNC(O1)=O